OC=1C=CC(=NC1)NC(=O)C1CCC(CC1)OC(C)C (1r,4r)-N-(5-hydroxypyridin-2-yl)-4-iso-propoxycyclohexane-1-carboxamide